N(=[N+]=[N-])[C@@]1([C@@H](O[C@@H]([C@H]1O)CO)N1C=NC=2C(=O)NC(N)=NC12)O 2'-azido-guanosine